NC1=C(C=C2C=C(C=C(C2=C1)S(=O)(=O)[O-])S(=O)(=O)[O-])S(=O)(=O)O.[K+].[K+] Dipotassium 7-amino-naphthalene-1,3,6-trisulfonate